4-(piperazin-1-yl)-8,14-dioxa-10,19,20-triazatetracyclo[13.5.2.12,6.018,21]tricosa-1(20),2(23),3,5,15(22),16,18(21)-heptaen-9-one N1(CCNCC1)C1=CC=2C3=NNC=4C=CC(OCCCNC(OCC(=C1)C2)=O)=CC34